3-((2-(2-(2-aminoethoxy)ethoxy)ethyl)amino)-N-(6-methoxypyridazin-3-yl)-2-methylbenzamide NCCOCCOCCNC=1C(=C(C(=O)NC=2N=NC(=CC2)OC)C=CC1)C